S(=O)(OCC(Cl)(OC1=CC=C(C=C1)C(C)(C)C)C(C)C)[O-] 2-(4-tert-Butylphenoxy)isopropyl-2-chloroethyl sulfite